ClC1=CC=C(C2=C1C=C(O2)F)COC2=CC=CC(=N2)C2=CCC(CC2)CC2=NC=1C(=NC(=CC1)C(=O)O)N2C[C@H]2OCC2 2-((4-(6-((4-chloro-2-fluorobenzofuran-7-yl)methoxy)pyridin-2-yl)cyclohex-3-en-1-yl)methyl)-3-(((S)-oxetan-2-yl)methyl)-3H-imidazo[4,5-b]pyridine-5-carboxylic acid